C(C)(C)(C)OC(=O)N1CC(N(CC1)C1=C(C=C(C(=C1)C(=O)OC)[N+](=O)[O-])Br)CCO 4-(2-bromo-5-(methoxycarbonyl)-4-nitrophenyl)-3-(2-hydroxyethyl)piperazine-1-carboxylic acid tert-butyl ester